ClC1=NC(=C(C(=N1)Cl)OCCNC(OC(C)(C)C)=O)N(CCC1=CNC2=CC=CC=C12)CCO tert-butyl N-(2-(2,4-dichloro-6-(2-hydroxyethyl-[2-(1H-indol-3-yl)ethyl]amino)pyrimidin-5-yl)oxyethyl)carbamate